furandicarboxylic acid monomethyl ester COC(=O)C=1OC=CC1C(=O)O